[Na].CC=1C=C(C=CC1/N=N/C=1C(=CC2=CC(=CC(=C2C1O)N)S(=O)(=O)O)S(=O)(=O)O)C1=CC(=C(C=C1)/N=N/C=1C(=CC2=CC(=CC(=C2C1O)N)S(=O)(=O)O)S(=O)(=O)O)C 3,3'-((1E,1'E)-(3,3'-dimethyl-[1,1'-biphenyl]-4,4'-diyl)bis(diazene-2,1-diyl))bis(5-amino-4-hydroxynaphthalene-2,7-disulfonic acid) sodium